(3aR,5s,6aS)-N-(6-(2,4-dimethyl-2H-indazol-5-yl)pyridazin-3-yl)-2-(((S)-tetrahydro-2H-pyran-2-yl)methyl-d2)octahydrocyclopenta[c]pyrrol-5-amine CN1N=C2C=CC(=C(C2=C1)C)C1=CC=C(N=N1)NC1C[C@@H]2[C@@H](CN(C2)C([2H])([2H])[C@H]2OCCCC2)C1